C(CCCCCC(C)C)(=O)OCCCCOC(CCCCCC(C)C)=O butylene diisononanoate